2-bromospiro[5,6-dihydrothieno[2,3-c]pyridine-4,1'-cyclopropane]-7-one BrC1=CC2=C(C(NCC23CC3)=O)S1